CN(C(CC)=O)CC1=CC2=CC=CC=C2C=C1 N-methyl-N-(2-naphthyl)methylpropionamide